FC1=C(CN2C(C3=C(C(=C2)C(=O)N[C@@H]2[C@H](CCCC2)O)OC=C3)=O)C=CC(=C1)C=1C=NN(C1)C 5-(2-fluoro-4-(1-methyl-1H-pyrazol-4-yl)benzyl)-N-((1S,2S)-2-hydroxycyclohexyl)-4-oxo-4,5-dihydrofuro[3,2-c]pyridine-7-carboxamide